C1(CCC1)N1CC2=C(N=C(N=C2N[C@H](C)C=2SC(=CC2)C2=C(C=CC=C2)CN(C)C)C)CC1 (R)-6-Cyclobutyl-N-(1-(5-(2-((dimethylamino)methyl)phenyl)thiophen-2-yl)ethyl)-2-methyl-5,6,7,8-Tetrahydropyrido[4,3-d]pyrimidin-4-amine